2-(3,5-dichloro-4-(2-fluoro-4-hydroxy-3-isopropylbenzyl)phenoxy)-N-(2-fluoroethyl)acetamide ClC=1C=C(OCC(=O)NCCF)C=C(C1CC1=C(C(=C(C=C1)O)C(C)C)F)Cl